(2R)-2-cyclopropyl-2-{(1R,3S,5S)-3-[(3S,4R)-1-(5-Monofluoro-pyrimidin-2-yl)-3-methoxypiperidin-4-yl]-8-azabicyclo[3.2.1]oct-8-yl}acetamide C1(CC1)[C@H](C(=O)N)N1[C@H]2CC(C[C@@H]1CC2)[C@@H]2[C@@H](CN(CC2)C2=NC=C(C=N2)F)OC